n-propyloxy-9-(n-pentyloxy)anthracene C(CC)OC1=CC=CC2=CC3=CC=CC=C3C(=C12)OCCCCC